(4-fluorophenyl)nicotinamide FC1=CC=C(C=C1)C1=C(C(=O)N)C=CC=N1